ClC1=C(C=C(C=C1)C=1N=NC(=CC1)OC)COC 3-(4-chloro-3-(methoxymethyl)phenyl)-6-methoxypyridazine